FC1(CCN(CC1)C1=CC(=CC=2N1C=CN2)C(=O)OCC)F ethyl 5-(4,4-difluoropiperidin-1-yl)imidazo[1,2-a]pyridine-7-carboxylate